N'-hydroxypyrimidine-5-carboximidamide ON=C(N)C=1C=NC=NC1